tetraglycerine monoerucate C(CCCCCCCCCCC\C=C/CCCCCCCC)(=O)O.OCC(O)CO.OCC(O)CO.OCC(O)CO.OCC(O)CO